C(CCC)N1CCC(CC1)C=O butyl-4-formylpiperidine